3-(6-methoxy-5-methylpyridin-3-yl)piperidine-1-carboxylic acid tert-butyl ester C(C)(C)(C)OC(=O)N1CC(CCC1)C=1C=NC(=C(C1)C)OC